8-((3,5-dihydroxyphenyl)sulfonyl)-3-hydroxyquinazoline-2,4(1H,3H)-dione OC=1C=C(C=C(C1)O)S(=O)(=O)C=1C=CC=C2C(N(C(NC12)=O)O)=O